(3S,4R,5R,6R)-6-(aminomethyl)-3-thiomorpholino-tetrahydro-2H-pyran-2,4,5-triol NC[C@@H]1[C@@H]([C@@H]([C@@H](C(O1)O)N1CCSCC1)O)O